[Sn].[Sb].[Ni] nickel antimony tin